1-(4-methylpiperazin-1-yl)nonan-1-one CN1CCN(CC1)C(CCCCCCCC)=O